3-morpholino-1-oxa-8-azaspiro[4.5]decane-8-carboxylic acid tert-butyl ester C(C)(C)(C)OC(=O)N1CCC2(CC(CO2)N2CCOCC2)CC1